[6-[3-(1-hydroxycyclopropyl)-1H-1,2,4-triazol-5-yl]-2-azaspiro[3.3]heptan-2-yl]-[6-[6-(trifluoromethyl)-3-pyridyl]-2-azaspiro[3.3]heptan-2-yl]methanone OC1(CC1)C1=NNC(=N1)C1CC2(CN(C2)C(=O)N2CC3(C2)CC(C3)C=3C=NC(=CC3)C(F)(F)F)C1